C(C)(CC)C1C(NC2=C(C(N1C(=O)C=1C=NN(C1)C)C)C=CC=C2)=O 3-(sec-butyl)-5-methyl-4-(1-methyl-1H-pyrazole-4-carbonyl)-1,3,4,5-tetrahydro-2H-benzo[1,4]diazepin-2-one